[C@H]1([C@@H](O)[C@@H](O)[C@H](O)[C@H](O1)CO)OCCNC(CCC(CCC(=O)NCCO[C@@H]1[C@@H](O)[C@@H](O)[C@H](O)[C@H](O1)CO)(CCC(=O)NCCO[C@@H]1[C@@H](O)[C@@H](O)[C@H](O)[C@H](O1)CO)NC([C@H](CCC(=O)O)NC(CCCCCCCCCCCCCC)=O)=O)=O (S)-5-({1,7-bis({2-[(α-D-mannopyranosyl)oxy]ethyl}amino)-4-[3-({2-[(α-D-mannopyranosyl)oxy]ethyl}amino)-3-oxopropyl]-1,7-dioxoheptan-4-yl}amino)-5-oxo-4-pentadecanamidopentanoic acid